(2,5-Dihydro-1H-pyrrol-1-yl)(4-nitrophenyl)methanone N1(CC=CC1)C(=O)C1=CC=C(C=C1)[N+](=O)[O-]